4-(6-maleimidohexamido)-2-sulfobenzoic acid C1(C=CC(N1CCCCCC(=O)NC1=CC(=C(C(=O)O)C=C1)S(=O)(=O)O)=O)=O